COC(=O)C=1C2=C(N=CC1)N(C(=C2I)Cl)C2COC2 chloro-3-iodo-1-(oxetan-3-yl)-1H-pyrrolo[2,3-B]pyridine-4-carboxylic acid methyl ester